OCC1CCC(CC1)N1CCC(CC1)CCC1=CC2=C(N(C(N2C)=O)C2C(NC(CC2)=O)=O)C=C1 3-[5-[2-[1-[4-(hydroxymethyl)cyclohexyl]-4-piperidyl]ethyl]-3-methyl-2-oxo-benzimidazol-1-yl]piperidine-2,6-dione